methyl 4-[N-tert-butoxycarbonyl-S-(3-hydroxybutyl)sulfonimidoyl]benzoate C(C)(C)(C)OC(=O)N=S(=O)(CCC(C)O)C1=CC=C(C(=O)OC)C=C1